N6,N6-dimethylaminoadenine CNN(C1=C2NC=NC2=NC=N1)NC